(2R)-1-methylazetidine-2-carbaldehyde CN1[C@H](CC1)C=O